C(C1=CC=CC=C1)C(C(=O)O)(C(=O)O)OC[C@H]1O[C@H]([C@@H]([C@@]1(O)C#C)O)N1C2=NC(=NC(=C2N=C1)NCC1=CC(=CC=C1)F)Cl 2-benzyl-2-(((2R,3S,4R,5R)-5-(2-chloro-6-((3-fluorobenzyl)amino)-9H-purin-9-yl)-3-ethynyl-3,4-dihydroxytetrahydrofuran-2-yl)methoxy)malonic acid